BrC1=C(CNNNC=S)C=C(C=C1)F N-(2-bromo-5-fluorobenzyl)hydrazinothiocarboxamide